C(#N)C1=CC=C(CN(C(=O)C2=CC3=C(S2)C(=CC=C3OC)C3=CC=NN3C)CCC(=O)NC)C=C1 N-(4-cyanobenzyl)-4-methoxy-7-(1-methyl-1H-pyrazol-5-yl)-N-(3-(methylamino)-3-oxopropyl)benzo[b]thiophene-2-carboxamide